COC1=CC=C(C=C1)S(=O)(=O)C1=CC=C(S1)C(=O)NCC1=NC=C(N=C1)C 5-(4-methoxybenzene-1-sulfonyl)-N-[(5-methylpyrazin-2-yl)methyl]thiophene-2-carboxamide